hydroxyphenyl-methanone OC(=O)C1=CC=CC=C1